C(#N)N1[C@H]2[C@@H](C[C@@H]1CC2)NC(=O)[C@@H]2CN(CC2)C2=C(C(=CC=C2)Cl)Cl (3S)-N-((1R,2R,4S)-7-cyano-7-azabicyclo[2.2.1]heptan-2-yl)-1-(2,3-dichlorophenyl)-3-pyrrolidinecarboxamide